3-((5-(3-fluorophenyl)pyrimidin-2-yl)amino)-N-(4-(trifluoromethyl)benzyl)benzamide FC=1C=C(C=CC1)C=1C=NC(=NC1)NC=1C=C(C(=O)NCC2=CC=C(C=C2)C(F)(F)F)C=CC1